Sodium L(+)-ascorbate C([C@@H]([C@@H]1C(=C(C(=O)O1)O)[O-])O)O.[Na+]